Tantalum silicon germanium [Ge].[Si].[Ta]